NC=1C2=C(N=CN1)N(C(=C2C2=CC=C(C=C2)OC2=NC(=CC=C2)C)[C@H]2CN(CC2)C(C=C)=O)C (R)-1-(3-(4-amino-7-methyl-5-(4-((6-methylpyridin-2-yl)oxy)phenyl)-7H-pyrrolo[2,3-d]pyrimidin-6-yl)pyrrolidin-1-yl)prop-2-en-1-one